C(C)(C)(C)C1=NN(C(=C1C=O)Cl)C1=NC=CC=C1 3-TERT-BUTYL-5-CHLORO-1-(PYRIDIN-2-YL)-1H-PYRAZOLE-4-CARBALDEHYDE